O[C@H]1CN(CC1)CC1=CC(=NC(=C1)C(F)(F)F)O[C@H]1CC[C@H](CC1)N1CC(C1)(N1N=CC(=C1)C=1C2=C(N=CN1)NC=C2)CC#N {1-(cis-4-{[4-{[(3R)-3-hydroxypyrrolidin-1-yl]methyl}-6-(trifluoromethyl)pyridin-2-yl]oxy}cyclohexyl)-3-[4-(7H-pyrrolo[2,3-d]pyrimidin-4-yl)-1H-pyrazol-1-yl]azetidin-3-yl}acetonitrile